FC(C(=O)O)(F)F.CS(=O)(=O)N1CCN(CC1)C=O (4-(methylsulfonyl)piperazin-1-yl)methanone 2,2,2-trifluoroacetate